4-formyl-4'-bromobiphenyl C(=O)C1=CC=C(C=C1)C1=CC=C(C=C1)Br